CN(/C=C(\CC1=CC=C(C2=CC=CC=C12)OC)/C1=C(C=CC=C1)Cl)C (E)-3-(dimethylamino)-1-(4-methoxynaphthalene-1-yl)-2-(2-chlorophenyl)prop-2-ene